CN1C=C(C(C=C1)=O)OCC1=CC=CC=C1 methyl-3-benzyloxy-4-oxo-1,4-dihydropyridine